1-(1,2-dimethylcyclobutane-1-carbonyl)-lysergic acid CC1(C(CC1)C)C(=O)N1C=C2C[C@H]3N(C[C@H](C(O)=O)C=C3C=3C=CC=C1C32)C